2-(((S)-1-(((S)-1,1-bis(3,4-dimethoxyphenyl)propan-2-yl)amino)-3-methyl-1-oxobutan-2-yl)carbamoyl)-4-methoxypyridin-3-yl acetate C(C)(=O)OC=1C(=NC=CC1OC)C(N[C@H](C(=O)N[C@H](C(C1=CC(=C(C=C1)OC)OC)C1=CC(=C(C=C1)OC)OC)C)C(C)C)=O